(4aR,10aR)-7-(benzyloxy)-6-(methoxymethoxy)-1-propyl-2H,3H,4aH,5H,10aH-benzo[g]quinoline C(C1=CC=CC=C1)OC=1C=CC2=C(C[C@H]3CCCN([C@@H]3C2)CCC)C1OCOC